C(#N)C1=C(C=C(C=C1)N1CCC(CC1)C(=O)NC1=CC=C(C=N1)CCN1CCC(CC1)CN1CCN(CC1)C(=O)OC(C)(C)C)C(F)(F)F tert-butyl 4-((1-(2-(6-(1-(4-cyano-3-(trifluoromethyl)phenyl)piperidin-4-carboxamido)pyridin-3-yl)ethyl)piperidin-4-yl) methyl)piperazine-1-carboxylate